N1-(2-(dimethylamino)ethyl)-5-methoxy-N1-methyl-N4-(5-(1-methyl-1H-indol-3-yl)pyrimidin-2-yl)benzene-1,2,4-triamine CN(CCN(C=1C(=CC(=C(C1)OC)NC1=NC=C(C=N1)C1=CN(C2=CC=CC=C12)C)N)C)C